2-[(1Z)-5-fluoro-2-methyl-1-[(4-phenoxyphenyl)methylene]-1H-inden-3-yl]-N-hydroxy-N-methylacetamide FC=1C=C2C(=C(/C(/C2=CC1)=C/C1=CC=C(C=C1)OC1=CC=CC=C1)C)CC(=O)N(C)O